Cl.C1(CC1)[C@H]1OC2=C([C@@H](NC1)C)N=C(C=C2)O |o1:8| (2R,5S*)-2-cyclopropyl-5-methyl-2,3,4,5-tetrahydropyrido[2,3-f][1,4]oxazepine-7-ol hydrochloride